5-(5-((1R,5S,6r)-6-(1H-1,2,3-triazol-5-yl)-3-azabicyclo[3.1.0]hexan-3-yl)-1,3,4-oxadiazol-2-yl)-N-(2-(pyridin-2-yl)ethyl)pyrimidin-2-amine N1N=NC=C1C1[C@H]2CN(C[C@@H]12)C1=NN=C(O1)C=1C=NC(=NC1)NCCC1=NC=CC=C1